4-(2,6-Dimethoxy-4-propylphenyl)-5-methyl-1-(2,2,2-trifluoroethyl)indolin-2-one COC1=C(C(=CC(=C1)CCC)OC)C1=C2CC(N(C2=CC=C1C)CC(F)(F)F)=O